(S)-4-(6-(7-methoxy-2-methylimidazo[1,2-a]pyridine-6-carboxamido)-4-methylpyridazin-3-yl)-2-methylpiperazine-1-carboxylic acid tert-butyl ester C(C)(C)(C)OC(=O)N1[C@H](CN(CC1)C=1N=NC(=CC1C)NC(=O)C=1C(=CC=2N(C1)C=C(N2)C)OC)C